COC1=C(C=CC(=N1)C1=CC=C(N=N1)N(C1C[C@H]2CC[C@@H](C1)N2)C)C=2C=NN(C2)C (1R,3s,5S)-N-(6-(6-methoxy-5-(1-methyl-1H-pyrazol-4-yl)pyridin-2-yl)pyridazin-3-yl)-N-methyl-8-azabicyclo[3.2.1]octan-3-amine